1-(1-(bis(4-fluorophenyl)methyl)piperazin-2-yl)-2-methylpropan-1-one FC1=CC=C(C=C1)C(N1C(CNCC1)C(C(C)C)=O)C1=CC=C(C=C1)F